N-(4-(benzo[d]thiazol-4-yl)phenethyl)-2-ethynylthiazole-4-carboxamide S1C=NC2=C1C=CC=C2C2=CC=C(CCNC(=O)C=1N=C(SC1)C#C)C=C2